COC(CC1(OCCO1)CC1=C(C=CC(=C1)C(F)(F)F)[N+](=O)[O-])=O {2-[2-Nitro-5-(trifluoromethyl)benzyl]-1,3-Dioxolan-2-yl}acetic acid methyl ester